ClC1=CC(=C(C(=C1)C)C=1C(N(C2(C1)CCN(CC2)OC)C)=O)C 3-(4-chloro-2,6-dimethylphenyl)-8-methoxy-1-methyl-2-oxo-1,8-diazaspiro[4.5]dec-3-en